C12(CC(C1)C2)C=2N=NN(C2)C[C@@H]2[C@@H]([C@H]([C@H]([C@H](O2)CO)O)N2N=NC(=C2)C2=C(C(=C(C=C2)F)F)F)OC (2R,3R,4S,5R,6R)-6-((4-(bicyclo[1.1.1]pentan-1-yl)-1H-1,2,3-triazol-1-yl)methyl)-2-(hydroxymethyl)-5-methoxy-4-(4-(2,3,4-trifluorophenyl)-1H-1,2,3-triazol-1-yl)tetrahydro-2H-pyran-3-ol